tert-butyl (2R)-2-(3-methoxy-2-methyl-phenyl)-2,5-dihydropyrrole-1-carboxylate COC=1C(=C(C=CC1)[C@@H]1N(CC=C1)C(=O)OC(C)(C)C)C